FC(C(=O)O)(F)F.FC(C(=O)O)(F)F.ClC1=C2C(=NNC2=CC(=C1)OC1CCNCC1)NC=1C=C(C=2N(C1)C=C(N2)C)F 4-chloro-N-(8-fluoro-2-methylimidazo[1,2-a]pyridin-6-yl)-6-(piperidin-4-yloxy)-1H-indazol-3-amine bis(2,2,2-trifluoroacetate)